C(C1=CC=CC=C1)N1N=C(N=C1)C(=O)NC1C(N(C=2N(CC1)N=C(C2)C2CCC2)C)=O 1-Benzyl-N-(2-cyclobutyl-4-methyl-5-oxo-5,6,7,8-tetrahydro-4H-pyrazolo[1,5-a][1,3]diazepin-6-yl)-1H-1,2,4-triazol-3-carboxamid